O1CCC(CC1)CCN1C(CNC=2C1=NC=CN2)=O 1-(2-(tetrahydro-2H-pyran-4-yl)ethyl)-3,4-dihydropyrazino[2,3-b]Pyrazin-2(1H)-one